7-((2-((2-(difluoromethoxy)-4-((3S,5R)-3,5-dimethylpiperazin-1-yl)phenyl)amino)-5-(trifluoromethyl)pyrimidin-4-yl)amino)isoindolin-1-one FC(OC1=C(C=CC(=C1)N1C[C@@H](N[C@@H](C1)C)C)NC1=NC=C(C(=N1)NC=1C=CC=C2CNC(C12)=O)C(F)(F)F)F